[Si](C)(C)(C(C)(C)C)O[C@@H](C(=O)OC(C)(C)C)COC1=CC=C(C=C1)C(N(C)OC)=O tert-Butyl (R)-2-((tert-butyldimethylsilyl)oxy)-3-(4-(methoxy(methyl)carbamoyl)-phenoxy)propanoate